C1NC[C@H]2[C@@H]1C=C(C2)C2=CC=C(CN1C=CC3=CC(=CC=C13)N1N=C(C=C1C)C(=O)N)C=C2 (cis)-1-(1-(4-(1,2,3,3a,4,6a-Hexahydrocyclopenta[c]pyrrol-5-yl)benzyl)-1H-indol-5-yl)-5-methyl-1H-pyrazol-3-carboxamid